2,2'-bis(4-fluoro-2-indenyl)biphenyl FC1=C2C=C(CC2=CC=C1)C1=C(C=CC=C1)C1=C(C=CC=C1)C=1CC2=CC=CC(=C2C1)F